N[C@@H]1C=2C(=NC=CC2)CC12CCN(CC2)C=2N=C1C(=NC2)N=C(C=C1)SC1=C(C(=NC=C1)NCCO)Cl (S)-2-((4-((2-(5-amino-5,7-dihydrospiro[cyclopenta[b]pyridin-6,4'-piperidin]-1'-yl)pyrido[2,3-b]pyrazin-6-yl)thio)-3-chloropyridin-2-yl)amino)ethan-1-ol